4-(THIAZOL-2-YL)FURAN-2-BORONIC ACID S1C(=NC=C1)C=1C=C(OC1)B(O)O